OC(=O)C(F)(F)F.N=1C=CN2C1C=CC(=C2)C2N(OCC2)C(=O)C2CCN(CC2)C2=NC=CC(=N2)C(=O)N 2-[4-[3-imidazo[1,2-a]pyridin-6-yl-isoxazolidine-2-carbonyl]-1-piperidinyl]pyrimidine-4-carboxamide TFA salt